3-fluoro-N-(2,6-dioxo-3-piperidyl)phthalimide FC1=C2C(C(=O)N(C2=O)C2C(NC(CC2)=O)=O)=CC=C1